Arachyl alcohol C(CCCCCCCCCCCCCCCCCCC)O